(2R,3S,7aS)-2-(hydroxymethyl)-3-(1-(tetrahydro-2H-pyran-2-yl)-1H-pyrazol-3-yl)tetrahydro-1H-pyrrolizine OC[C@@H]1CC2=CCCN2[C@@H]1C1=NN(C=C1)C1OCCCC1